7-chloro-6-(3-cyclopropylphenoxy)-2-methyl-[1,2,4]triazolo[1,5-a]pyrimidine ClC1=C(C=NC=2N1N=C(N2)C)OC2=CC(=CC=C2)C2CC2